morpholine-amide N1(CCOCC1)C(=O)N